bis(benzo[H]quinolinyl)iridium (III) N1=C(C=CC2=CC=C3C(=C12)C=CC=C3)[Ir+]C3=NC1=C2C(=CC=C1C=C3)C=CC=C2